FC=1C(OC(C1)=O)=O 3-fluorofuran-2,5-dione